[4-(5,5-difluoro-2,7-diazaspiro[3.5]nonan-2-yl)-3-methyl-2-oxo-benzoimidazol-1-yl]piperidine-2,6-dione FC1(C2(CN(C2)C2=CC=CC=3N(C(N(C32)C)=O)N3C(CCCC3=O)=O)CCNC1)F